Cl.FC(C1=CC=C(C=C1)C1=C2CCNCC2=C(C=C1)N1C[C@@H](CC1)CO)(F)F (R)-(1-(5-(4-(trifluoromethyl)phenyl)-1,2,3,4-tetrahydroisoquinolin-8-yl)pyrrolidin-3-yl)methanol hydrochloride